CC(CCOC(C)=O)CC(C)(C)C acetic acid 3,5,5-trimethylhexyl ester